methoxy-N-[[4-[5-(trifluoromethyl)-1,2,4-oxadiazol-3-yl]phenyl]methyl]propanamide COC(C(=O)NCC1=CC=C(C=C1)C1=NOC(=N1)C(F)(F)F)C